4-[[2-[(2-cyanophenyl)methyl-(2,3,4,6-tetrafluorophenyl)sulfonyl-amino]acetyl]-[(3,5-dicyclopropylphenyl)methyl]amino]-3-ethoxy-benzoic acid C(#N)C1=C(C=CC=C1)CN(CC(=O)N(C1=C(C=C(C(=O)O)C=C1)OCC)CC1=CC(=CC(=C1)C1CC1)C1CC1)S(=O)(=O)C1=C(C(=C(C=C1F)F)F)F